CNCC1=CN(C(=C1)C1=C(C=CC=C1)F)S(=O)(=O)C=1C=NC=CC1 N-methyl-1-(3-pyridinesulfonyl)-5-(2-fluorophenyl)-1H-pyrrole-3-methylamine